[4-benzyloxy-2-(4-tert-butyl-5-chloro-2-methyl-phenyl)-1,6-naphthyridin-5-yl]urea C(C1=CC=CC=C1)OC1=CC(=NC2=CC=NC(=C12)NC(=O)N)C1=C(C=C(C(=C1)Cl)C(C)(C)C)C